CC1CN(CCC(C1)C)C(=O)NC1=CC(=C(C=C1)C)C=1OC=C(N1)C hexahydro-3,5-dimethyl-N-[4-methyl-3-(4-methyl-2-oxazolyl)phenyl]-1H-azepine-1-carboxamide